C[N+](C)=C(CCCCC(=[N+](C)C)Br)CCCBr (dimethylammoniumylidene)-1,3-propanediyl-(dimethylammoniumylidene)-1,6-hexanediyl bromide